O=C1NC(CCC1N1C(C2=CC(=C(C=C2C1=O)F)N([C@@H]1[C@@H](CCCC1)NC)C)=O)=O 2-(2,6-dioxopiperidin-3-yl)-5-fluoro-6-(methyl((1S,2R)-2-(methylamino)cyclohexyl)amino)isoindoline-1,3-dione